p-nitrostyrene ethyl-(R)-2-(1-((4'-(1,1,1,3,3,3-hexafluoro-2-hydroxypropan-2-yl)-[1,1'-biphenyl]-4-yl)methyl)-4-(pyridin-4-ylmethyl)piperazin-2-yl)acetate C(C)OC(C[C@H]1N(CCN(C1)CC1=CC=NC=C1)CC1=CC=C(C=C1)C1=CC=C(C=C1)C(C(F)(F)F)(C(F)(F)F)O)=O.[N+](=O)([O-])C1=CC=C(C=C)C=C1